N[C@H]1CN(C[C@@H](C1)F)C(=O)C1=CC2=C(N(C(=N2)C=2N(C3=CC(=CC=C3C2)C=2C=C3C(=C(C=NC3=C(C2)F)C(=O)O)O)CC2CC2)C)C(=C1)OC 6-(2-{5-[(3R,5R)-3-amino-5-fluoropiperidine-1-carbonyl]-7-methoxy-1-methyl-1H-1,3-benzodiazol-2-yl}-1-(cyclopropylmethyl)-1H-indol-6-yl)-8-fluoro-4-hydroxyquinoline-3-carboxylic acid